C(C)(C)(C)OC(=O)N1CC(C1)C1=CC=C(C=C1)OC1=NC=CC(=N1)C1CC1 3-[4-(4-cyclopropylpyrimidin-2-yl)oxyphenyl]azetidine-1-carboxylic acid tert-butyl ester